4-Methoxy-7-methyl-6-(2-(1-(2-(trifluoromethyl)pyridin-4-yl)azetidin-3-yl)acetyl)-6,7-dihydro-5H-pyrrolo[3,4-d]pyrimidine-2-carbonitrile COC=1C2=C(N=C(N1)C#N)C(N(C2)C(CC2CN(C2)C2=CC(=NC=C2)C(F)(F)F)=O)C